C(C)(C)C1=C(C=CC=C1)N1C(SCC1=O)=NN=CC1=CC=C(C=C1)C1=NN(C(=N1)OC1CCOCC1)C 3-(2-isopropylphenyl)-2-({4-[1-methyl-5-(tetrahydro-2H-pyran-4-yloxy)-1H-1,2,4-triazole-3-yl]benzylidene}hydrazono)-1,3-thiazolidin-4-one